1,2,4-trimethylpyrazolium methylsulfate COS(=O)(=O)[O-].C[N+]=1N(C=C(C1)C)C